5-(4-methanesulfonylphenyl)-1H-pyrrolo[2,3-b]pyridine-3-carboxylic acid hydrochloride Cl.CS(=O)(=O)C1=CC=C(C=C1)C=1C=C2C(=NC1)NC=C2C(=O)O